[N-](S(=O)(=O)C(F)(F)F)S(=O)(=O)C(F)(F)F.[Cu+].CC1=NC2=C3N=C(C=CC3=CC=C2C=C1)C.CC1=NC2=C3N=C(C=CC3=CC=C2C=C1)C Bis-(2,9-dimethyl-1,10-phenanthroline) copper (I) bis(trifluoromethanesulfonyl)imide